N=1N=C(NC1)C1=CC=C(C=C1)C=1N=C2C(=NC1)NC(CN2CCOC)=O 6-(4-(4H-1,2,4-triazol-3-yl)phenyl)-4-(2-methoxyethyl)-3,4-dihydropyrazino[2,3-b]pyrazin-2(1H)-one